ethyl (2Z,4S)-2-[(dimethylamino)methylidene]-4-methoxy-3-oxopentanoate CN(C)\C=C(/C(=O)OCC)\C([C@H](C)OC)=O